NC1=NC2=CC=C(C=C2C=C1C)C(=O)N(CC1=NC=C(C=C1)C(F)(F)F)[C@H]1C=2C=CNC2CCC1 2-amino-3-methyl-N-((4R)-4,5,6,7-tetrahydro-1H-indol-4-yl)-N-((5-(trifluoromethyl)-2-pyridinyl)methyl)-6-quinolinecarboxamide